(4-(4-fluoro-1H-indol-3-yl)thiophen-2-yl)-3-oxopropanoic acid FC1=C2C(=CNC2=CC=C1)C=1C=C(SC1)C(C(=O)O)C=O